C1(CCC1)NC(=O)C=1C=NN2C1N=C(C=C2)N2[C@H](CCC2)C=2C=NC=C(C2)F (R)-N-cyclobutyl-5-(2-(5-fluoropyridin-3-yl)pyrrolidin-1-yl)pyrazolo[1,5-a]pyrimidine-3-carboxamide